BrC=1C=C2C(N(C(C2=CC1)=O)CC1=CC2=C(NC(O2)=O)C=C1)CC1=C(C=NN1C)Cl 6-((5-bromo-3-((4-chloro-1-methyl-1H-pyrazol-5-yl)methyl)-1-oxoisoindolin-2-yl)methyl)benzo[d]oxazol-2(3H)-one